N-(3-cyano-5-fluorophenyl)-N-((4-(5-(1,1-difluoroethyl)-1,2,4-oxadiazol-3-yl)bicyclo[2.2.2]octan-1-yl)methyl)-3-fluorobicyclo[1.1.1]pentane-1-carboxamide C(#N)C=1C=C(C=C(C1)F)N(C(=O)C12CC(C1)(C2)F)CC21CCC(CC2)(CC1)C1=NOC(=N1)C(C)(F)F